CN(C1=CC=C(C=C1)C(/C=C/C1=CC(=C(OCC(=O)O)C=C1)OC)=O)C 2-[4-[(E)-3-[4-(Dimethylamino)phenyl]-3-oxoprop-1-enyl]-2-methoxyphenoxy]acetic acid